N-(2-morpholinoethyl)-4-nitro-2-(trifluoromethyl)aniline O1CCN(CC1)CCNC1=C(C=C(C=C1)[N+](=O)[O-])C(F)(F)F